5-[3-(dimethylamino)azetidin-1-yl]-2-methyl-N-[(1R)-1-(3,4,5-trimethoxyphenyl)ethyl]benzamide CN(C1CN(C1)C=1C=CC(=C(C(=O)N[C@H](C)C2=CC(=C(C(=C2)OC)OC)OC)C1)C)C